5-amino-6-(2-chloro-5-fluorobenzoyl)-2-methyl-2H-indazole-3,7-dinitrile NC1=CC2=C(N(N=C2C(=C1C(C1=C(C=CC(=C1)F)Cl)=O)C#N)C)C#N